O=C1NC2=CC(=CN=C2C2=C1C=CC=C2)C(=O)OC methyl 6-oxo-5,6-dihydrobenzo[c][1,5]naphthyridine-3-carboxylate